(R)-N-((S)-1'-(7-cyclopropyl-6-methylpyrazolo[1,5-a]pyrazin-4-yl)-5,7-dihydrospiro[cyclopenta[b]pyridin-6,4'-piperidin]-5-yl)-2-methylpropan-2-sulfinamide C1(CC1)C1=C(N=C(C=2N1N=CC2)N2CCC1(CC2)[C@@H](C=2C(=NC=CC2)C1)N[S@](=O)C(C)(C)C)C